C(C)C=1C(=C(C=CC1F)[C@H]1[C@@H](O[C@](C1)(C(F)(F)F)C)C(=O)NC1=CC(=NC=C1)C(=O)N)OC |o1:9,10,12| rel-(2R,3S,5R)-4-[[3-(3-ethyl-4-fluoro-2-methoxy-phenyl)-5-methyl-5-(trifluoromethyl)tetrahydrofuran-2-carbonyl]amino]pyridine-2-carboxamide